6-benzyl-N2-methyl-N4-((1S,2S)-2-methylcyclopropyl)pyridine-2,4-dicarboxamide C(C1=CC=CC=C1)C1=CC(=CC(=N1)C(=O)NC)C(=O)N[C@@H]1[C@H](C1)C